C(C1=CC=CC=C1)N1C(C2(C(C2C1=O)C(=O)OCC)C)=O exo-ethyl 3-benzyl-1-methyl-2,4-dioxo-3-azabicyclo[3.1.0]hexane-6-carboxylate